C(C1=CC=CC=C1)(C1=CC=CC=C1)(C1=CC=CC=C1)N1CC=C2OCC3(CN21)CC3 N-trityl-5'H,7'H-spiro[cyclopropane-1,6'-pyrazolo[5,1-b][1,3]oxazine]